C(#N)C1=C2N=C(C=NC2=CC=C1NC=1C(=C(C=CC1F)NS(=O)(=O)CCCF)F)OCC N-(3-(5-cyano-3-ethoxyquinoxalin-6-ylamino)-2,4-difluorophenyl)-3-fluoropropane-1-sulfonamide